5-bromo-3-methyl-2,3-dihydroisoindol-1-one BrC=1C=C2C(NC(C2=CC1)=O)C